CC(C)(CC(CCCC(CC(C)(C)C)C)C)C 2,2,4,8,10,10-hexamethylundecane